C12(CC(C1)C2)NC(CN2C(C(=CC=C2)NC([C@H](CC\C=C\C(C2=CC=CC=C2)=O)NC(=O)C=2N(C=CN2)C)=O)=O)=O (S,E)-N-(1-(1-(2-(Bicyclo[1.1.1]pentan-1-ylamino)-2-oxoethyl)-2-oxo-1,2-dihydropyridin-3-ylamino)-1,7-dioxo-7-phenylhept-5-en-2-yl)-1-methyl-1H-imidazol-2-carboxamid